BrC(N1N=C(C(=C1)C(=O)OC)C)(F)F methyl 1-(bromodifluoromethyl)-3-methyl-1H-pyrazole-4-carboxylate